4-({5-[(4R)-4-ethyl-2,5-dioxo-1-imidazolidinyl]-2-pyridinyl}oxy)-2-(1-methylethyl)benzonitrile C(C)[C@H]1NC(N(C1=O)C=1C=CC(=NC1)OC1=CC(=C(C#N)C=C1)C(C)C)=O